(E)-6-methyl-2-(pent-3-en-2-yl)-1,3,6,2-dioxazaborocane-4,8-dione CN1CC(OB(OC(C1)=O)C(C)\C=C\C)=O